2-(5H-Imidazo[5,1-a]isoindol-5-yl)spiro[3.3]heptan-1-ol C=1N=CN2C1C1=CC=CC=C1C2C2C(C1(C2)CCC1)O